S1C2=C(C=C1)C=CC=C2N[C@@H]2CN(CC2)CC(=O)N2[C@@H](CCC2)C#N (S)-1-(2-((S)-3-(benzo[b]thiophen-7-ylamino)pyrrolidin-1-yl)acetyl)pyrrolidine-2-carbonitrile